BrC(COC1=NN(C=C1)C(C)=O)C 1-[3-(2-bromopropyloxy)pyrazol-1-yl]Ethanone